N-(2-hydroxyethoxyethyl)-2-azanorbornane OCCOCCN1C2CCC(C1)C2